[N+](=O)([O-])C=1C=C2C=C(NC2=CC1)C(=O)OCC ethyl 5-nitro-1H-indole-2-carboxylate